3-hydroxyadipic acid disodium salt [Na+].[Na+].OC(CC(=O)[O-])CCC(=O)[O-]